N-(4-(2-((4-(4-methylpiperazin-1-yl)phenyl)amino)quinazolin-8-yl)pyridin-2-yl)acrylamide CN1CCN(CC1)C1=CC=C(C=C1)NC1=NC2=C(C=CC=C2C=N1)C1=CC(=NC=C1)NC(C=C)=O